(6aR,8R)-8-(benzyloxy)-6a-ethyl-2-(3-fluoro-2-methoxyphenyl)-5,6,6a,7,8,9-hexahydropyrrolo[1',2':4,5]pyrazino[2,3-c]pyridazine C(C1=CC=CC=C1)O[C@@H]1C[C@]2(N(C=3C(=NN=C(C3)C3=C(C(=CC=C3)F)OC)NC2)C1)CC